(Ra)-6-(4-Fluoro-1-(4-(2-(methylcarbamoyl)pyridin-4-yl)benzyl)-1H-indol-7-carboxamido)spiro[3.3]heptan FC1=C2C=CN(C2=C(C=C1)C(=O)NC1CC2(CCC2)C1)CC1=CC=C(C=C1)C1=CC(=NC=C1)C(NC)=O